N-(2,6-difluoro-3-(5-(4-fluoro-2-methylphenyl)-1H-pyrazolo[3,4-b]pyridine-3-carbonyl)phenyl)propane-1-sulfonamide FC1=C(C(=CC=C1C(=O)C1=NNC2=NC=C(C=C21)C2=C(C=C(C=C2)F)C)F)NS(=O)(=O)CCC